8-methyl-3-trifluoromethyl-5,6,7,8-tetrahydroimidazo[1,5-a]pyrazine CC1C=2N(CCN1)C(=NC2)C(F)(F)F